3-methoxy-4,4'-bipyridine COC=1C=NC=CC1C1=CC=NC=C1